S(=O)(=O)(O)C(C(=O)[O-])CC(=O)[O-].[Na+].[Na+].C(CC(O)(C(=O)O)CC(=O)O)(=O)OCCCCCCCCCCCC Lauryl citrate disodium sulfosuccinate